4-(3-((1R,5S,6r)-3-azabicyclo[3.1.0]hexan-6-yl)-1-cyclopropyl-7-fluoro-1H-pyrazolo[4,3-c]pyridin-6-yl)-5-ethynyl-6-fluoronaphthalen-2-ol 2,2,2-trifluoroacetate FC(C(=O)O)(F)F.[C@H]12CNC[C@@H]2C1C1=NN(C2=C1C=NC(=C2F)C2=CC(=CC1=CC=C(C(=C21)C#C)F)O)C2CC2